1,3-dioxoisoindolin-2-yl 2-((tert-butyldimethylsilyl)oxy)acetate [Si](C)(C)(C(C)(C)C)OCC(=O)ON1C(C2=CC=CC=C2C1=O)=O